2-(5-methylthiazol-2-yl)pyridine-4-carboxylic acid CC1=CN=C(S1)C1=NC=CC(=C1)C(=O)O